4-(2-bromo-5-chloropyridin-3-yl)morpholine BrC1=NC=C(C=C1N1CCOCC1)Cl